C(C1=CC=CC=C1)(=S)S=C(C)O S-(thiobenzoyl)thioacetic acid